C(CCCCCCCCC)C(CCO)CCCCCCCCCC 3-decyltridecyl alcohol